N-(2-(4-((4-(2-Acetyl-5-fluoro-1H-indol-3-yl)-1H-1,2,3-triazol-1-yl)methyl)piperidin-1-yl)ethyl)-1-(4-(trifluoromethyl)phenyl)methansulfonamid C(C)(=O)C=1NC2=CC=C(C=C2C1C=1N=NN(C1)CC1CCN(CC1)CCNS(=O)(=O)CC1=CC=C(C=C1)C(F)(F)F)F